1-[(3R,4S)-3,4-dihydroxypyrrolidin-1-yl]-3-[2-(trifluoromethyl)[1,1'-biphenyl]-4-yl]prop-2-yn-1-one O[C@@H]1CN(C[C@@H]1O)C(C#CC1=CC(=C(C=C1)C1=CC=CC=C1)C(F)(F)F)=O